[O-]O[O-].[Zn+2].[Sn+4].[O-]O[O-].[O-]O[O-] Tin zinc trioxide